FC(S(=O)(=O)O)(F)F.C(CCC)C1=NC=CC=C1 butyl-pyridine trifluoromethanesulfonate